Cl.C(CCCCCCCCC)C1=CC2=C(N=C(S2)NCCCN)C=C1 N1-(6-decylbenzo[d]thiazol-2-yl)propane-1,3-diamine hydrochloride